(3-fluoro-2-(pyrimidin-2-yl)phenyl)((1S,4S,6R)-6-((5-(trifluoromethyl)pyrazin-2-yl)amino)-2-azabicyclo[2.2.1]heptan-2-yl)methanone FC=1C(=C(C=CC1)C(=O)N1[C@@H]2[C@@H](C[C@H](C1)C2)NC2=NC=C(N=C2)C(F)(F)F)C2=NC=CC=N2